N-(5-Chloropyridin-2-yl)-N'-[(1S,2R,4S)-4-(dimethylcarbamoyl)-2-{[(5-methyl-4,5,6,7-tetrahydro[1,3]thiazolo[5,4-c]pyridin-2-yl)carbonyl]amino}cyclohexyl]ethanediamide ClC=1C=CC(=NC1)NC(C(=O)N[C@@H]1[C@@H](C[C@H](CC1)C(N(C)C)=O)NC(=O)C=1SC=2CN(CCC2N1)C)=O